BrC=1C=C(NC=O)C=CC1 m-bromoformanilide